ruthenium lanthanum tantalum [Ta].[La].[Ru]